CC1=NOC(=C1C1=NC=C(C=N1)NC([C@@H](C1CCC(CC1)C)C1=NN(C(=C1)C(=O)N)C)=O)C (S)-2-((2-(3,5-dimethylisoxazol-4-yl)pyrimidin-5-yl)amino)-1-((1r,4S)-4-methylcyclohexyl)-2-oxoethyl-1-methyl-1H-pyrazole-5-carboxamide